chloro ethylacetate C(C)CC(=O)OCl